C(CCCC)(=O)ONC(C(F)(F)F)C1=CC(=C(C=C1)C1=C(C=CC(=C1)N1CCOCC1)O)F ((2,2,2-trifluoro-1-(2-fluoro-2'-hydroxy-5'-morpholino-[1,1'-biphenyl]-4-yl) ethyl) amino) pentanoate